C1(CCCCC1)NCCCCCCC(=O)NC1=CC(=CC=C1)NC1C(NC(CC1)=O)=O 7-(cyclohexylamino)-N-(3-((2,6-dioxopiperidin-3-yl)amino)phenyl)heptanamide